CC(CC)(O)C Dimethyl-propanol